5-hydroxy-2-methyl-1,2,3,4-tetrahydroisoquinoline OC1=C2CCN(CC2=CC=C1)C